C(C1=CC=CC=C1)ON1C(=CC=CC1=O)CN1CCN(CCN(CCN(CC1)CC(=O)OC(C)(C)C)CC=1N(C(C=CC1)=O)OCC1=CC=CC=C1)CC(=O)OC(C)(C)C tert-Butyl 2-[4,10-bis({[1-(benzyloxy)-6-oxopyridin-2-yl]methyl})-7-[2-(tert-butoxy)-2-oxoethyl]-1,4,7,10-tetraazacyclododecan-1-yl]acetate